(5S)-3-(2,6-difluorophenyl)-5-methyl-9-thia-4,7-diazatricyclo[8.5.0.02,8]pentadeca-1(10),2(8),3-trien-6-one FC1=C(C(=CC=C1)F)C=1C=2C=3CCCCCC3SC2NC([C@@H](N1)C)=O